[Cl-].C[NH+](CCC)C dimethylpropyl-ammonium chloride